(S)-5-(5-ethyl-1,2,4-oxadiazol-3-yl)-2,3-dihydrospiro[indene-1,4'-oxazolidin]-2'-one C(C)C1=NC(=NO1)C=1C=C2CC[C@]3(NC(OC3)=O)C2=CC1